N-(2-(4-isobutylphenyl)propionyl)cinnamamide C(C(C)C)C1=CC=C(C=C1)C(C(=O)NC(C=CC1=CC=CC=C1)=O)C